C(=CC)N1CCC(CC1)C1=NC(=C2C(=N1)N(N=C2)C2=CC=CC=C2)NC(=O)C=2SC(=CC2)[N+](=O)[O-] N-(6-(1-propenylpiperidin-4-yl)-1-phenyl-1H-pyrazolo[3,4-d]pyrimidin-4-yl)-5-nitrothiophene-2-carboxamide